FC1=CC=C(C=C1)C1=CC(N(CC1)S(=O)(=O)C1=CC=C(C)C=C1)=O 4-(4-fluorophenyl)-1-p-toluenesulfonyl-5,6-dihydropyridin-2(1H)-one